1,1,1,3,3,3-hexafluoro-propan-2-yl (R)-1-(benzyl carbamoyl)-6-azaspiro[2.5]-octane-6-carboxylate C(C1=CC=CC=C1)NC(=O)[C@@H]1CC12CCN(CC2)C(=O)OC(C(F)(F)F)C(F)(F)F